ClC1=CC=C(C=C1)NC(=O)[C@@H]1CC[C@H](CC1)OC1=NC=CC=C1 trans-N-(4-chlorophenyl)-4-(pyridin-2-yloxy)cyclohexane-1-carboxamide